[Pd](Cl)Cl.P(=O)(OC1=CC=CC=C1)(OC1=CC=CC=C1)OC1=CC=CC=C1 Triphenyl phosphate Palladium Chloride